O[C@H]1[C@@H]([C@@H]2[C@@H](OCC(=CC2)CCC(=O)O)C1)\C=C\[C@H](COC1=CC=CC=C1)O 3-{(5aR,6R,7R,8aS)-7-hydroxy-6-[(1E,3R)-3-hydroxy-4-phenoxy-1-buten-1-yl]-5,5a,6,7,8,8a-hexahydro-2H-cyclopenta[b]oxepin-3-yl}propanoic Acid